C(C)(C)N1N=CC(=C1)CCN1CC2=C(CC1)N(C(=N2)C(=O)OC)C methyl 5-(2-(1-isopropyl-1H-pyrazol-4-yl)ethyl)-1-methyl-4,5,6,7-tetrahydro-1H-imidazo[4,5-c]pyridine-2-carboxylate